3-(2,4-difluoro-2',4',6'-trimethyl-5-(trifluoromethyl)biphenyl-3-yl)-3-(2-(5-(3-(dimethylamino)propyl)-2-oxo-4-(trifluoromethyl)pyridin-1(2H)-yl)-4-methylpentanamido)propanoic acid FC1=C(C=C(C(=C1C(CC(=O)O)NC(C(CC(C)C)N1C(C=C(C(=C1)CCCN(C)C)C(F)(F)F)=O)=O)F)C(F)(F)F)C1=C(C=C(C=C1C)C)C